3-chlorophenyl carbamate C(N)(OC1=CC(=CC=C1)Cl)=O